3-amino-8-bromoimidazo[1,2-a]pyridine-2-carboxylic acid NC1=C(N=C2N1C=CC=C2Br)C(=O)O